BrC1=C(C=C(C=C1)[N+](=O)[O-])S(=O)(=O)NC(C)(C)C 2-bromo-N-(tert-butyl)-5-nitrobenzenesulfonamide